tert-butyl 4-((4-(8-chloro-7-hydroxyquinoxalin-2-yl)-1H-pyrazol-1-yl)methyl)piperidine-1-carboxylate ClC=1C(=CC=C2N=CC(=NC12)C=1C=NN(C1)CC1CCN(CC1)C(=O)OC(C)(C)C)O